2-(5'-fluoro-5-methoxy-6'-methyl-[3,4'-bipyridin]-2'-yl)-5-(5-fluoropyridin-2-yl)-1,3,4-oxadiazole FC=1C(=CC(=NC1C)C=1OC(=NN1)C1=NC=C(C=C1)F)C=1C=NC=C(C1)OC